OC(CC(=O)O)CC(CCCCC)O 3,5-dihydroxydecanoic acid